ClC1=CC(=C(C(=O)NC2=CC(=CC(=C2)C(F)(F)F)F)C=C1)O 4-Chloro-N-(3-fluoro-5-(trifluoromethyl)phenyl)-2-hydroxybenzamide